Terbium Trifluoroacetate FC(C(=O)[O-])(F)F.[Tb+3].FC(C(=O)[O-])(F)F.FC(C(=O)[O-])(F)F